Br.Br.NC[C@@H]1NCCC2=CC=CC=C12 (1R)-(-)-1-aminomethyl-1,2,3,4-tetrahydroisoquinoline dihydrobromide